N1=C(C=CC=C1)CC(=O)[O-].N1=C(C=CC=C1)CC(=O)[O-].N1=C(C=CC=C1)CC(=O)[O-].[Al+3] aluminum tris(2-pyridylacetate)